N1C=C(C2=CC=CC=C12)CCNC1=NC(=NC2=C1OCCN2)C=2C(=NC=C(C2)Cl)O 3-(4-((2-(1H-indol-3-yl)ethyl)amino)-7,8-dihydro-6H-pyrimido[5,4-b][1,4]oxazin-2-yl)-5-chloropyridin-2-ol